tert-butyl 1-((R*)-3-(allyloxy)-2-hydroxy-2-methyl-3-oxopropyl)-6,6-difluorotetrahydro-1H-pyrrolo[3,2-c]isoxazole-4(5H)-carboxylate C(C=C)OC([C@](CN1OCC2C1C(CN2C(=O)OC(C)(C)C)(F)F)(C)O)=O |o1:5|